(R)-2,2'-(2-(1-(2-(2-chloro-5-bromo-benzoylamino)acetylamino)-3-methylbutyl)-5-oxo-1,3,2-dioxaborolan-4,4-diyl)diacetic acid ClC1=C(C(=O)NCC(=O)N[C@@H](CC(C)C)B2OC(C(O2)(CC(=O)O)CC(=O)O)=O)C=C(C=C1)Br